ClC=1C=C(C=NC1)N(S(=O)(=O)CCC#N)CC=1SC(=CN1)C=1OC(=NN1)C(F)F N-(5-chloropyridin-3-yl)-2-cyano-N-({5-[5-(difluoromethyl)-1,3,4-oxadiazol-2-yl]-1,3-thiazol-2-yl}methyl)ethane-1-sulfonamide